CS(=O)(=O)OCCCOC1=CC=2N(C=C1)C(=CN2)C2=CC(=C(C(=C2)OC)C(NC2CC2)=O)OC(F)F 3-[3-[4-(cyclopropylcarbamoyl)-3-(difluoromethoxy)-5-methoxy-phenyl]imidazo[1,2-a]pyridin-7-yl]oxypropyl methanesulfonate